NCCOC1=CC=C2C=C(C(=C(C2=C1)Cl)N1CC(NS1(=O)=O)=O)O 5-[7-(2-aminoethoxy)-1-chloro-3-hydroxy-2-naphthyl]-1,1-dioxo-1,2,5-thiadiazolidin-3-one